(±)-[4-[3-[tert-butylsulfinyl(2-trimethylsilylethoxymethyl)amino]oxetan-3-yl]phenyl] methylmethanesulfonate CCS(=O)(=O)OC1=CC=C(C=C1)C1(COC1)N(COCC[Si](C)(C)C)[S@](=O)C(C)(C)C |r|